C(=O)(O)C1=CC=C(C=C1)C=1C(=C(C=2CC3=CC=CC=C3C2C1)C(=O)O)C1=CC=C(C=C1)C(=O)O bis(4-carboxyphenyl)fluorenic acid